FC(C1=CC=C(CN2C[C@H](C[C@@H](C2)CCC2=CC=C(C=C2)C(F)(F)F)CC(=O)O)C=C1)(F)F Trans-2-(1-(4-(trifluoromethyl)benzyl)-5-(4-(trifluoromethyl)phenethyl)piperidin-3-yl)acetic acid